C(N)(=O)C1=CN(C2=CC=C(C=C12)C=1C=NC=CC1)CC(=O)OC(C)(C)C tert-Butyl 2-(3-carbamoyl-5-(pyridin-3-yl)-1H-indol-1-yl)acetate